4-[cyclopropyl-[4-(5,6,7,8-tetrahydro-1,8-naphthyridin-2-yl)butyl]amino]-2-[(3,5-dichloropyridine-4-carbonyl)amino]butanoic acid C1(CC1)N(CCC(C(=O)O)NC(=O)C1=C(C=NC=C1Cl)Cl)CCCCC1=NC=2NCCCC2C=C1